[Pt].NC1=NC=CC(=C1)C=1C=C2C=CN(C(C2=CC1)=O)CC=1C=C(C(=O)NCC2=CC3=CC=CC=C3C=C2)C=CC1 3-((6-(2-aminopyridin-4-yl)-1-oxoisoquinolin-2(1H)-yl)methyl)-N-(naphthalen-2-ylmethyl)benzamide Platinum